(R)-1-(3-((7-chloro-1-methyl-6-(pyrazolo[1,5-a]pyrazin-3-yloxy)-1H-imidazo[4,5-b]pyridin-2-yl)amino)-5-(trifluoromethyl)phenyl)pyrrolidin-3-ol ClC1=C2C(=NC=C1OC=1C=NN3C1C=NC=C3)N=C(N2C)NC=2C=C(C=C(C2)C(F)(F)F)N2C[C@@H](CC2)O